OC(C(=O)C1=CC=C(C=C1)OC)O dihydroxy-4'-methoxyacetophenone